C(C)C=1C(=NC=CC1)C(C)=O 1-(3-ethyl-2-pyridyl)ethanone